4-(Difluoromethyl)-2-methyl-5-phenyl-5H-indeno[1,2-b]pyridine FC(C1=C2C(=NC(=C1)C)C1=CC=CC=C1C2C2=CC=CC=C2)F